C(C)(C)(C)OC(=O)NCC=CO 3-(tert-butyloxycarbonylamino)-1-propenol